N,N,N',N'-tetramethyl-hexane-1,6-diamine CN(CCCCCCN(C)C)C